NC=1C=C(C=CC1)NC(=O)N1[C@H]2CN([C@@H](C1)C2)C2=NC=CC=N2 (1R,4R)-N-(3-aminophenyl)-5-(pyrimidin-2-yl)-2,5-diazabicyclo[2.2.1]heptane-2-carboxamide